(5'S,7a'R)-1-(2,4-difluoro-benzene-1-carbonyl)5'-(3,5-difluorophenyl)tetra-hydro-3'H-spiro[piperidine-4,2'-pyrrolo[2,1-b][1,3]oxazol]-3'-one FC1=C(C=CC(=C1)F)C(=O)N1CCC2(C(N3[C@H](O2)CC[C@H]3C3=CC(=CC(=C3)F)F)=O)CC1